[O-]CCC.[Zn+2].[O-]CCC zinc propoxide